(2S,4R)-2-amino-4-methyloctanoic acid N[C@H](C(=O)O)C[C@@H](CCCC)C